8-(4-chloro-6-methoxybenzo[d]thiazol-2-yl)-N,6-dimethylbenzo[e][1,2,4]triazine-3-carboxamide ClC1=CC(=CC2=C1N=C(S2)C2=CC(=CC=1N=C(N=NC12)C(=O)NC)C)OC